NC1=NC=2C=C(C(=CC2C2=C1N(N=C2)C)C(=O)N(CC2=NC=C(C=C2)C(F)(F)F)C2CC2)Cl 4-amino-7-chloro-N-cyclopropyl-3-methyl-N-((5-(trifluoromethyl)-2-pyridinyl)methyl)-3H-pyrazolo[3,4-c]quinoline-8-carboxamide